CC1=CC(=CC(=N1)N1S(C2(CC2)C[C@H]1C(=O)OC)(=O)=O)C(F)(F)F methyl (S)-5-(6-methyl-4-(trifluoromethyl)pyridin-2-yl)-4-thia-5-azaspiro[2.4]heptane-6-carboxylate 4,4-dioxide